tert-butyl 4-(2-(4-chloro-2-fluorophenyl)-2-methylbenzo[d][1,3]dioxol-4-yl)-3-hydroxypiperidine-1-carboxylate ClC1=CC(=C(C=C1)C1(OC2=C(O1)C=CC=C2C2C(CN(CC2)C(=O)OC(C)(C)C)O)C)F